C(C1=CC=CC=C1)O[C@H]1[C@@H]([C@@H](O[C@]1(C#C)COCC1=CC=CC=C1)N1C(NC(C(=C1)F)=O)=O)O 1-[(2R,3S,4S,5R)-4-(benzyloxy)-5-[(benzyloxy)methyl]-5-ethynyl-3-hydroxyoxolan-2-yl]-5-fluoro-3H-pyrimidine-2,4-dione